NC1=NC(=CC=C1CN1C[C@H]2CC[C@@H](C1)N2C(=O)C2=CC=CC=C2)Cl ((1R,5S)-3-((2-amino-6-chloropyridin-3-yl)methyl)-3,8-diazabicyclo[3.2.1]octan-8-yl)(phenyl)methanone